CC1=NC(=CC(=C1)C=1NC2=CC=C(C=C2C1C(C)C)C1CCN(CC1)C(CN(C)CCC1(CCCC1)O)=O)C 1-(4-(2-(2,6-dimethylpyridin-4-yl)-3-isopropyl-1H-indol-5-yl)piperidin-1-yl)-2-((2-(1-hydroxycyclopentyl)ethyl)(methyl)amino)ethan-1-one